COC(=O)C1CCN(CC1)C1=NC=C(C=C1)C(NC=1SC(=C(N1)C=1OC=CC1)C#N)=O 1-(5-(5-cyano-4-(furan-2-yl)thiazol-2-ylcarbamoyl)pyridin-2-yl)piperidine-4-carboxylic acid methyl ester